CC1=CC=C(C=C1)S(=O)(=O)O[C@H]1[C@@H](O[C@@H]([C@H]1OS(=O)(=O)C1=CC=C(C=C1)C)CO[Si](C)(C)C(C)(C)C)N1C=2N=C(NC(C2N=C1)=O)N (2R,3R,4R,5R)-2-(2-amino-6-oxo-1,6-dihydro-9H-purin-9-yl)-5-(((tert-butyldimethylsilyl)oxy)methyl)tetrahydrofuran-3,4-diyl bis(4-methylbenzenesulfonate)